NC1=NC=CC=C1C1=NC=2C(=NC(=CC2)C=2C=NOC2)N1C1=CC=C(CN2CCC(CC2)NC2=NC(=NC=C2)C#N)C=C1 4-((1-(4-(2-(2-Aminopyridin-3-yl)-5-(isoxazol-4-yl)-3H-imidazo[4,5-b]pyridin-3-yl)benzyl)piperidin-4-yl)amino)pyrimidine-2-carbonitrile